Cl.C[C@@H]1N(CCNC1)CC1=NC=CC=C1C (2S)-2-methyl-1-[(3-methyl-2-pyridyl)methyl]piperazine hydrochloride